Cl.CN(C=1SC=2C(=NC=C(C2)C2=CC3=CN(N=C3C=C2)C)N1)C1CCNCC1 N-Methyl-6-(2-methyl-2H-indazol-5-yl)-N-(piperidin-4-yl)[1,3]thiazolo[4,5-b]pyridin-2-amin-Hydrochlorid